C(#N)C1=CC(=NC=N1)N1CCC(CC1)C(=O)O 1-(6-cyanopyrimidin-4-yl)piperidine-4-carboxylic acid